2-(cyclohexen-1-yl)-3-methylthiophene C1(=CCCCC1)C=1SC=CC1C